Cis-rac-3-chloro-N-[3-[[(3,5-dimethylimidazole-4-carbonyl)amino]carbamoyl]cyclohexyl]benzamide ClC=1C=C(C(=O)N[C@@H]2C[C@@H](CCC2)C(NNC(=O)C=2N(C=NC2C)C)=O)C=CC1 |r|